3β-amino-5α-androstane hydrochloride Cl.N[C@@H]1C[C@@H]2CC[C@H]3[C@@H]4CCC[C@@]4(C)CC[C@@H]3[C@]2(CC1)C